C(C)(=O)OC1=C(C=C(C(=C1)OC)\C=C\C(C1=CC=CC=C1)SCCO)OC(C)=O (E)-4-(3-((2-hydroxyethyl)thio)-3-phenylprop-1-en-1-yl)-5-methoxy-1,2-phenylene diacetate